6-(2-isopropylphenyl)-4-methyl-1-(4-(1-methyl-4-(trifluoromethyl)-1H-imidazol-2-yl)benzyl)-1H-pyrazolo[3,4-d]pyrimidine C(C)(C)C1=C(C=CC=C1)C1=NC(=C2C(=N1)N(N=C2)CC2=CC=C(C=C2)C=2N(C=C(N2)C(F)(F)F)C)C